N-[4-[4-cyano-2-(3,3-difluoroazetidine-1-carbonyl)phenyl]-6-cyclopropylpyridin-2-yl]-2-oxo-5-[[[(2S)-oxolan-2-yl]methylamino]methyl]-1-(2,2,2-trifluoroethyl)pyridine-3-carboxamide C(#N)C1=CC(=C(C=C1)C1=CC(=NC(=C1)C1CC1)NC(=O)C=1C(N(C=C(C1)CNC[C@H]1OCCC1)CC(F)(F)F)=O)C(=O)N1CC(C1)(F)F